C(C)(C)(C)OC(=O)N1CC(CC1)C=1C=NC2=CC=C(C=C2C1NC1=C(C(=O)O)C=C(C=C1)Cl)Cl 2-[[3-(1-tert-butoxycarbonylpyrrolidin-3-yl)-6-chloro-4-quinolinyl]amino]-5-chloro-benzoic acid